(2-Pyrrolidin-1-yl-ethyl)-amid N1(CCCC1)CC[NH-]